1-bromo-2,5-dimethyl-4-(2,2,2-trifluoro-1,1-dimethyl-ethyl)benzene BrC1=C(C=C(C(=C1)C)C(C(F)(F)F)(C)C)C